C(C1=CN=CC=C1)(=O)[O-] nicotinate